C(C)(C)(C)OC(=O)N1C2CCC([C@H]1C(=O)N1CC3(CC1)CN(CC3)C3=NC=NC=C3OC3=C(C=C(C=C3)F)C(N(C(C)C)C(C)C)=O)CC2 (1r,3s,4r)-3-[7-(5-{2-[di(propan-2-yl)carbamoyl]-4-fluorophenoxy}pyrimidin-4-yl)-2,7-diazaspiro[4.4]nonane-2-carbonyl]-2-azabicyclo[2.2.2]octane-2-carboxylic acid tert-butyl ester